tert-Butyl 1-(5-cyano-2-pyridyl)-2,3,3a,5,6,6a-hexahydropyrrolo[3,2-b]pyrrole-4-carboxylate C(#N)C=1C=CC(=NC1)N1C2C(CC1)N(CC2)C(=O)OC(C)(C)C